FC(N1C=NC=C1C=1C=CC2=C(N=C(O2)C2=CC(=NC=C2)C(=O)N2CCC(CC2)[C@H](C2=CC=CC=C2)N2N=C(N=N2)CO)C1)F |r| (R/S)-(4-(5-(1-(difluoromethyl)-1H-imidazol-5-yl)benzo[d]oxazol-2-yl)pyridin-2-yl)(4-((5-(hydroxymethyl)-2H-tetrazol-2-yl)(phenyl)methyl)piperidin-1-yl)methanone